((2R,5S)-2-(4-fluorophenyl)-5-methyl-4-pivaloylpiperazin-1-yl)-2-oxoacetamide FC1=CC=C(C=C1)[C@H]1N(C[C@@H](N(C1)C(C(C)(C)C)=O)C)C(C(=O)N)=O